FC=1C=C(CNC(OC(C)(C)C)=O)C=C(C1)C=1C=NNC1 tert-butyl (3-fluoro-5-(1H-pyrazol-4-yl)benzyl)carbamate